FC1C(C1)C(=O)NC=1SC2=C(N1)C(=CC(=C2)C2=C(C=CC=C2C)F)F 2-fluoro-N-(4-fluoro-6-(2-fluoro-6-methylphenyl)benzo[d]thiazol-2-yl)cyclopropane-1-carboxamide